4-(4-((6-((1-acryloylpiperidin-4-yl)amino)-7-methoxyquinazolin-4-yl)amino)-3-fluorophenoxy)-N-(2,2,2-trifluoroethyl)picolinamide C(C=C)(=O)N1CCC(CC1)NC=1C=C2C(=NC=NC2=CC1OC)NC1=C(C=C(OC2=CC(=NC=C2)C(=O)NCC(F)(F)F)C=C1)F